tert-butyl (1R,5S)-3-(7-(3-(benzyloxy)naphthalen-1-yl)-6-(2-cyanophenoxy)-2-(((S)-1-methylpyrrolidin-2-yl)methoxy)quinazolin-4-yl)-3,8-diazabicyclo[3.2.1]octane-8-carboxylate C(C1=CC=CC=C1)OC=1C=C(C2=CC=CC=C2C1)C1=C(C=C2C(=NC(=NC2=C1)OC[C@H]1N(CCC1)C)N1C[C@H]2CC[C@@H](C1)N2C(=O)OC(C)(C)C)OC2=C(C=CC=C2)C#N